3-(2-(1H-indazol-6-yl)-1H-benzo[d]imidazol-1-yl)-4,4-dimethylpentanoic acid N1N=CC2=CC=C(C=C12)C1=NC2=C(N1C(CC(=O)O)C(C)(C)C)C=CC=C2